[B].[La].C1(CCCCC1)N cyclohexylamine lanthanum boron